C(C)(C)C=1C(=NN(C1)C=1C=C(C=2N(C1)N=CN2)C)B2OC(C(O2)(C)C)(C)C 6-(4-isopropyl-3-(4,4,5,5-tetramethyl-1,3,2-dioxaborolan-2-yl)-1H-pyrazol-yl)-8-methyl-[1,2,4]triazolo[1,5-a]pyridine